14-chloro-20,21-difluoro-15-hydroxy-17,17-dioxo-10-oxa-17λ6-thia-18-azatetracyclo[17.3.1.112,16.02,7]tetracosan-1(23),2,4,6,12,14,16(24),19,21-nonaen-11-one ClC=1C=C2C(OCCC3=CC=CC=C3C=3C=C(C(=C(NS(C(C1O)=C2)(=O)=O)C3)F)F)=O